C(C)N(C(CN1C2=C(C=C1C(=O)N[C@@H]1CC[C@H](CC1)C(NCCCCCCCC(NCCOCCOCCC(=O)ON1C(CCC1=O)=O)=O)=O)SC=C2)=O)C=2C=C(C=CC2)C 2,5-dioxopyrrolidin-1-yl 1-(trans-4-(4-(2-(ethyl(m-tolyl)amino)-2-oxoethyl)-4H-thieno[3,2-b]pyrrole-5-carboxamido)cyclohexyl)-1,10-dioxo-14,17-dioxa-2,11-diazaicosan-20-oate